N1=CC(=CC=C1N)C=1C=NC=CC1 [3,3'-bipyridine]-6-amine